(S)-3-((3-(ethoxymethyl)-3-(2-(thiophen-2-yl)ethyl)pyrrolidin-1-yl)methyl)-2,4-dimethylpyridine C(C)OC[C@@]1(CN(CC1)CC=1C(=NC=CC1C)C)CCC=1SC=CC1